C[NH2+][C@H]1C[C@H]([C@@H]([C@H]([C@@H]1O)O[C@H]2[C@@H]3[C@H]([C@H]([C@H](O2)CO)O)O[C@@]4(O3)[C@@H]([C@H]([C@H]([C@H](O4)C(COP(=O)([O-])[O-])[NH3+])O)O)O)O)[NH3+] The molecule is conjugate acid of 7''-O-phosphohygromycin B arising from protonation of the three amino groups and deprotonation of the phosphate OH groups; major species at pH 7.3. It is a conjugate acid of a 7''-O-phosphohygromycin B.